C(CCCCCCC\C=C/CCCCCCCC)(=O)N(CCCN)CCCN Oleoylbis(3-aminopropyl)amine